C(CCCCCCC\C=C/CCCCCCCC)(=O)OCCCCCCCCCCC(C)C isotridecyl oleate